FC(C)(F)C=1C=C(C=CC1)NC(=O)C1C(=NN(C1=O)C=1C=C(C(=C(C1)CCC)OC)C1=CC=CC=C1)C N-(3-(1,1-difluoroethyl)phenyl)-1-(6-methoxy-5-propyl-[1,1'-biphenyl]-3-yl)-3-methyl-5-oxo-4,5-dihydro-1H-pyrazole-4-carboxamide